C(C)(CC)C=1NC=2C(=NC(=CC2)C(F)(F)F)N1 2-sec-Butyl-5-(trifluoromethyl)imidazo[4,5-b]pyridin